4-chloro-1-(phenylsulfonyl)-1H-pyrrolo[2,3-b]Pyridine ClC1=C2C(=NC=C1)N(C=C2)S(=O)(=O)C2=CC=CC=C2